N-(3-bromophenyl)ethane-1,2-diamine BrC=1C=C(C=CC1)NCCN